CNCCOC1=CC(=CC=2N(C=NC21)CC2OCC2)C(=O)O 4-(2-(methylamino)ethoxy)-1-(oxetan-2-ylmethyl)-1H-benzo[d]imidazole-6-carboxylic acid